OCCC=1C(NC(NC1)=O)=O (2-hydroxyethyl)uracil